C(C)(C)(C)OC(=O)N(CCO[Si](C)(C)C(C)(C)C)CC=1C=C(C(=NC1)C(=O)OC)C Methyl 5-(((tert-butoxycarbonyl)(2-((tert-butyldimethylsilyl)oxy)ethyl)amino)methyl)-3-methylpicolinate